7-isopropoxy-N-(1-((1S,2S)-2-methoxycyclopropyl)-2-oxo-1,2-dihydropyridin-3-yl)-2-(1-methyl-2-oxabicyclo[2.1.1]hex-4-yl)imidazo[1,2-a]pyrimidine-6-carboxamide C(C)(C)OC1=NC=2N(C=C1C(=O)NC=1C(N(C=CC1)[C@@H]1[C@H](C1)OC)=O)C=C(N2)C21COC(C2)(C1)C